ClC=1C(=NC(=NC1)N1[C@H](CNCC1)C)N1CC(C1)C(=O)NC(C)(CC)C1=CN=C2N1C=CC=C2 1-(5-chloro-2-((S)-2-methylpiperazin-1-yl)pyrimidin-4-yl)-N-(2-(imidazo[1,2-a]pyridin-3-yl)butan-2-yl)azetidine-3-carboxamide